3-cyclopropyl-1-(4-fluoro-3-(trifluoromethyl)phenyl)-7-(2-(3-fluoropyrrolidin-1-yl)-2-oxoethyl)imidazo[1,5-a]pyrazin-8(7H)-one C1(CC1)C1=NC(=C2N1C=CN(C2=O)CC(=O)N2CC(CC2)F)C2=CC(=C(C=C2)F)C(F)(F)F